The molecule is a leukotriene that is the (5S,6S)-epoxy derivative of (7E,9E,11Z,14Z)-icosa-7,9,11,14-tetraenoic acid. It has a role as a mouse metabolite. It is a leukotriene, an oxylipin, an epoxy fatty acid, a polyunsaturated fatty acid and a long-chain fatty acid. It derives from an icosa-7,9,11,14-tetraenoic acid. It is a conjugate acid of a leukotriene A4(1-). CCCCC/C=C\\C/C=C\\C=C\\C=C\\[C@H]1[C@@H](O1)CCCC(=O)O